FC1=CC=C(C=C1)CC1CCN(CC1)C1=C(C(N(C2=CC=CC=C12)C)=O)C#N 4-{4-[(4-fluorophenyl)methyl]piperidin-1-yl}-1-methyl-2-oxo-1,2-dihydroquinoline-3-carbonitrile